N1C(CCC2=CC=CC=C12)C=1C=C2CNC(C2=CC1)=O 5-(1,2,3,4-tetrahydroquinolin-2-yl)isoindolin-1-one